C(C)(C)(C)OC(NC1=CC=C(C2=CC=CC=C12)OCC1=CC(=NC=C1)NC1=NC(=CN=C1)CC)=O (4-((2-((6-ethylpyrazin-2-yl)amino)pyridin-4-yl)methoxy)naphthalen-1-yl)carbamic acid tert-butyl ester